6-[6-[1-[2-(aminomethyl)-3,3-difluoro-allyl]-5-oxo-1,2,4-triazol-4-yl]-5-methyl-3-pyridyl]-4H-1,4-benzoxazin-3-one NCC(CN1N=CN(C1=O)C1=C(C=C(C=N1)C=1C=CC2=C(NC(CO2)=O)C1)C)=C(F)F